[Li].C[SiH](C)C.C[SiH](C)C bistrimethylsilane Lithium